ClC=1C=2N(C=CN1)C(=CN2)C=2C(=NN(C2)CC(F)F)C(F)(F)F 8-chloro-3-[1-(2,2-difluoroethyl)-3-(trifluoromethyl)pyrazol-4-yl]imidazo[1,2-a]pyrazine